N-Ethylmaleamid C(C)NC(\C=C/C(=O)N)=O